Methyl 4-(3-chloro-6-(difluoromethyl)-2-fluorophenyl)-1-methyl-6-oxo-1,6-dihydropyrimidine-2-carboxylate ClC=1C(=C(C(=CC1)C(F)F)C=1N=C(N(C(C1)=O)C)C(=O)OC)F